N'-(4-(3-((2-chlorobenzyl)oxy)oxetan-3-yl)-2,5-dimethylphenyl)-N-ethyl-N-methylformimidamide ClC1=C(COC2(COC2)C2=CC(=C(C=C2C)N=CN(C)CC)C)C=CC=C1